FC=1C(=NC=CC1)C=1CCN(CC1)CC=1C=C2CN(C(C2=CC1)=O)N1C(NC(CC1)=O)=O 1-(5-((3-fluoro-3',6'-dihydro-[2,4'-bipyridin]-1'(2'H)-yl)methyl)-1-oxoisoindolin-2-yl)dihydropyrimidine-2,4(1H,3H)-dione